C1N(CCC2=CC=CC=C12)CC1=CC(C(=CO1)OCC1=CC(=C(C(=O)N(C)C)C=C1)F)=O 4-(((6-((3,4-dihydroisoquinolin-2(1H)-yl)methyl)-4-oxo-4H-pyran-3-yl)oxy)methyl)-2-fluoro-N,N-dimethylbenzamide